1-(3-hydroxypropyl)piperidine OCCCN1CCCCC1